2-(3,4-epoxycyclohexyl)ethyltrimethylsilane C1(CC2C(CC1)O2)CC[Si](C)(C)C